thiolic acid S1C(=CC=C1)C(=O)O